C(C)(=O)NC1=C2C=C(C(=NC2=CC(=C1)Br)OC)C(=O)OCC ethyl 5-(acetylamino)-7-bromo-2-methoxyquinoline-3-carboxylate